(S)-5,5,5-Trifluoro-4,4-dimethyl-1-(7-(((R)-4-methyl-2-oxo-4-(trifluoromethyl)imidazolidin-1-yl)methyl)imidazo[1,2-b]pyridazin-2-yl)pentan-1-aminium FC(C(CC[C@H]([NH3+])C=1N=C2N(N=CC(=C2)CN2C(N[C@](C2)(C(F)(F)F)C)=O)C1)(C)C)(F)F